azetidine-3-carbonitrile HCl salt Cl.N1CC(C1)C#N